FC(C(=O)NC1=C(C(=O)NC)C=CN=C1)F 3-[(2,2-difluoroacetyl)amino]-N-methyl-isonicotinamide